C(CCCCCCC\C=C/CCCCCCCC)OC(C(=O)NCCOCCOCCOCCNC(=O)C=1N=CNC1)COCCCCCCCC\C=C/CCCCCCCC N-[2-[2-[2-[2-[2,3-bis[(Z)-octadec-9-enoxy]propanoylamino]ethoxy]ethoxy]ethoxy]ethyl]-1H-imidazole-4-carboxamide